4-tert-butylamino-1-methyl-3,5-dinitropyrazole C(C)(C)(C)NC=1C(=NN(C1[N+](=O)[O-])C)[N+](=O)[O-]